CC1=C2C=CC=CC2=NC=2C3=C(C=CC12)C=CC=C3 7-methyl-benzo[c]acridine